C(C)(=O)C1=C(C2=C(N=C(N=C2)NC2=NC=C(C=C2)N2CCNCC2)N(C1=O)C1CCCC1)C 6-acetyl-8-cyclopentyl-5-methyl-2-([5-(piperazin-1-yl)pyridin-2-yl]amino)pyrido[2,3-d]pyrimidin-7(8H)-one